4-(4,4-dimethyl-1,3-dioxo-1,2,3,4-tetrahydroisoquinolin-7-yl)piperazine-1-carboxylic acid tert-butyl ester C(C)(C)(C)OC(=O)N1CCN(CC1)C1=CC=C2C(C(NC(C2=C1)=O)=O)(C)C